tert-Butyl (4'-(benzyloxy)-2'-(((2R,7aS)-2-fluorotetrahydro-1H-pyrrolizin-7a(5H)-yl)methoxy)-3,4,5',8'-tetrahydro-2H-spiro[naphthalene-1,7'-pyrano[4,3-d]pyrimidin]-7-yl)carbamate C(C1=CC=CC=C1)OC=1C2=C(N=C(N1)OC[C@]13CCCN3C[C@@H](C1)F)CC1(OC2)CCCC2=CC=C(C=C21)NC(OC(C)(C)C)=O